7-amino-3,5-diphenyl-5H-thiazolo[3,2-a]pyrimidine-6-carbonitrile NC=1N=C2N(C(C1C#N)C1=CC=CC=C1)C(=CS2)C2=CC=CC=C2